(5-(5,6-dichloro-1H-benzo[d]imidazol-2-yl)-1H-pyrrol-3-yl)(2-(trifluoromethyl)phenyl)methanone ClC1=CC2=C(NC(=N2)C2=CC(=CN2)C(=O)C2=C(C=CC=C2)C(F)(F)F)C=C1Cl